C(C)(=O)C1=NN2C(N=CC3=C2C(CN3C(=O)OC(C)(C)C)(C(F)(F)F)C)=C1 tert-butyl 2-acetyl-8-methyl-8-(trifluoromethyl)-7,8-dihydro-6H-pyrazolo[1,5-a]pyrrolo[2,3-e]pyrimidine-6-carboxylate